2-[(3R)-3-[4-amino-3-(2-fluoro-4-phenoxy-phenyl)pyrazolo[3,4-d]-pyrimidin-1-yl]piperidine-1-carbonyl]-4-methyl-4-[4-(oxetan-3-yl)piperazin-1-yl]pent-2-enenitrile NC1=C2C(=NC=N1)N(N=C2C2=C(C=C(C=C2)OC2=CC=CC=C2)F)[C@H]2CN(CCC2)C(=O)C(C#N)=CC(C)(N2CCN(CC2)C2COC2)C